C(C)(=O)N[C@@H]1[C@H]([C@H]([C@@H](N(C1)C(CCCCC(=O)OCC1=CC=CC=C1)=O)CO)O)O benzyl 6-[(2S,3S,4R,5S)-5-acetamido-3,4-dihydroxy-2-(hydroxymethyl)-1-piperidyl]-6-oxo-hexanoate